C(C(C)(C)C)(=O)OCC=1[C@@H]2C([C@H]([C@H](C1)C1=C(C=C(C=C1O)C(C)([C@@H](CCCCC)C1=CC(=CC=C1)F)C)O)C2)(C)C ((1S,4S,5S)-4-(4-((S)-3-(3-fluorophenyl)-2-methyloctan-2-yl)-2,6-dihydroxyphenyl)-6,6-dimethylbicyclo[3.1.1]hept-2-en-2-yl)methyl pivalate